O=C1NC(CCC1N1CC2=CC=C(C=C2C1=O)C1(CCN(CC1)C(=O)OC(C)(C)C)O)=O tert-butyl 4-(2-(2,6-dioxopiperidin-3-yl)-3-oxoisoindolin-5-yl)-4-hydroxypiperidine-1-carboxylate